5-(4-methoxyphenyl)-1-methyl-1H-indole COC1=CC=C(C=C1)C=1C=C2C=CN(C2=CC1)C